C1(CC1)C#C[C@@]1(NC(NC2=CC(=CC=C12)CC1=CC=C(C=C1)S(=O)(=O)N)=O)C(C)(F)F (S)-4-((4-(cyclopropylethynyl)-4-(1,1-difluoroethyl)-2-oxo-1,2,3,4-tetrahydroquinazolin-7-yl)methyl)benzenesulfonamide